4-methyl-8-(piperazin-1-yl)-3,4-dihydropyrazino[1,2-b]indazole CC1CN=CC=2N1N=C1C=C(C=CC21)N2CCNCC2